C(C)(C)(C)OC(C(N)(CCCCNC(=O)N1N=CC(=N1)C(C)(C)C)C(=O)OC(C)(C)C)=O 2-(tert-Butoxycarbonyl)-N6-(4-(tert-butyl)-2H-1,2,3-triazole-2-carbonyl)-L-lysine tert-butyl ester